tert-Butyl-4-((4-((5-bromo-2-methoxyphenyl)amino)-7-ethoxyquinazolin-6-yl)oxy)piperidine C(C)(C)(C)N1CCC(CC1)OC=1C=C2C(=NC=NC2=CC1OCC)NC1=C(C=CC(=C1)Br)OC